(S)-5-((6-bromo-8-methoxy-3,4-dihydroisoquinolin-2(1H)-yl)methyl)pyrrolidin-2-one BrC=1C=C2CCN(CC2=C(C1)OC)C[C@@H]1CCC(N1)=O